2-((3R,4S)-4-aminotetrahydro-2H-pyran-3-yl)-3,5-dichloro-N-(furan-2-ylmethyl)thieno[3,2-b]pyridin-7-amine N[C@@H]1[C@H](COCC1)C1=C(C2=NC(=CC(=C2S1)NCC=1OC=CC1)Cl)Cl